7-fluoroimidazo[1,2-a]pyridine-3-amine FC1=CC=2N(C=C1)C(=CN2)N